4-(azetidin-3-yl)-1-(2,4-dichlorophenyl)imidazole 2,2,2-trifluoroacetic acid salt FC(C(=O)O)(F)F.N1CC(C1)C=1N=CN(C1)C1=C(C=C(C=C1)Cl)Cl